NC=1C=C(C=C(C1)C(F)(F)F)[C@@H](C)NC=1C2=C(N=C(N1)NCCOC)C=NC(=C2)N2CCOCC2 (R)-N4-(1-(3-amino-5-(trifluoromethyl)phenyl)ethyl)-N2-(2-methoxyethyl)-6-morpholinopyrido[3,4-d]pyrimidine-2,4-diamine